methyl-6-bromo-4-methyl-3,4-dihydroisoquinolin CC1=NCC(C2=CC(=CC=C12)Br)C